CN1C(C=2CCN(CC2C(=C1)C=1C=NC=2N(C1)N=CC2C2=CC=C(C#N)C=C2)C)=O 4-(6-(2,6-dimethyl-1-oxo-1,2,5,6,7,8-hexahydro-2,6-naphthyridin-4-yl)pyrazolo[1,5-a]pyrimidin-3-yl)benzonitrile